1-{[3-(2-Chlorophenyl)-2-(2,4-difluorophenyl)oxiran-2-yl]methyl}-1H-1,2,4-triazol-5-yl-thiocyanat ClC1=C(C=CC=C1)C1C(O1)(C1=C(C=C(C=C1)F)F)CN1N=CN=C1SC#N